NC(CCNC(=O)C=1C=C2C(=NC1)NN=C2N2[C@H](CCC2)C2=C(C=CC(=C2)F)F)=O (R)-N-(3-amino-3-oxopropyl)-3-(2-(2,5-difluorophenyl)pyrrolidin-1-yl)-1H-pyrazolo[3,4-b]pyridine-5-carboxamide